NC1=NC(=C(C(=N1)N[C@H](CCO)CCC)CC1=C(C=C(CN(CCC(=O)OCC)CC)C=C1)OC)C (S)-ethyl 3-((4-((2-amino-4-(1-hydroxyhexan-3-ylamino)-6-methylpyrimidin-5-yl)methyl)-3-methoxybenzyl) (ethyl)amino)propanoate